CC(C)OCNC(C=C)=O N-(2-propoxymethyl)acrylamide